2-chloro-4,6-dipiperidyl-1,3,5-triazine ClC1=NC(=NC(=N1)N1CCCCC1)N1CCCCC1